N1C(=NC2=C1C=CC=C2)C2=C(C(=CC=C2)Cl)C=2C(=CC(=CC2)C(N[C@@H](CCC(F)(F)F)C2=CC=CC=C2)=O)C(=O)O (S)-2'-(1H-1,3-benzodiazol-2-yl)-6'-chloro-4-[(4,4,4-trifluoro-1-phenylbutyl)carbamoyl]-[1,1'-biphenyl]-2-carboxylic acid